2,3-dihydro-1H-pyrrolo[3,2-c]pyridine-2-carboxamide N1C(CC=2C=NC=CC21)C(=O)N